2-(3-Methyl-4-((R)-1-((2R,3R,4R,5R,6R)-3,4,5-tris(benzyloxy)-6-((benzyloxy)methyl)tetrahydro-2H-pyran-2-yl)propyl)phenyl)-5-(trifluoromethyl)pyrazine CC=1C=C(C=CC1[C@@H](CC)[C@H]1O[C@@H]([C@H]([C@@H]([C@@H]1OCC1=CC=CC=C1)OCC1=CC=CC=C1)OCC1=CC=CC=C1)COCC1=CC=CC=C1)C1=NC=C(N=C1)C(F)(F)F